C1=NC(=C2C(=N1)N(C=N2)[C@H]3[C@@H]([C@@H]([C@H](O3)COP(=O)(O)OP(=O)(O)OP(=S)(O)O)O)O)N adenosine 5'-(gamma-thiotriphosphate)